tert-butyl vinyl carbonate C(OC(C)(C)C)(OC=C)=O